rel-(1S,2S,5R)-2-azido-5-(benzyloxy)cyclopentan-1-ol N(=[N+]=[N-])[C@@H]1[C@@H]([C@@H](CC1)OCC1=CC=CC=C1)O |o1:3,4,5|